(S)-N'-((2-(tert-butyl)-3-methyl-6,7-dihydro-5H-cyclopenta[b]pyridin-4-yl)carbamoyl)-4-(2-hydroxypropan-2-yl)thiophene-2-sulfonimidamide C(C)(C)(C)C1=C(C(=C2C(=N1)CCC2)NC(=O)N=[S@@](=O)(N)C=2SC=C(C2)C(C)(C)O)C